2-((5-(5-(difluoromethyl)-1,3,4-oxadiazole-2-yl)pyridine-2-yl)methyl)-6-(4-ethylpiperazine-1-yl)-4,4-dimethylisoquinoline-1,3(2H,4H)-dione FC(C1=NN=C(O1)C=1C=CC(=NC1)CN1C(C2=CC=C(C=C2C(C1=O)(C)C)N1CCN(CC1)CC)=O)F